1-methyl-1H-pyrrol CN1C=CC=C1